N[C@@H](CO)C(=O)N[C@@H](CO)C(=O)O L-seryl-L-serine